7-hydroxy-6-(hydroxymethyl)-3-methyl-6,7,8,9-tetrahydro-4H-quinolizin-4-one OC1C(N2C(C(=CC=C2CC1)C)=O)CO